3-chloro-7-((2S,4R)-2-(1-cyclopropyl-1H-pyrazol-4-yl)tetrahydro-2H-pyran-4-yl)-2-methyl-9-(2,4,5-trifluorophenyl)-4H-pyrazino[1,2-a]pyrimidin-4-one ClC1=C(N=C2N(C1=O)C=C(N=C2C2=C(C=C(C(=C2)F)F)F)[C@H]2C[C@H](OCC2)C=2C=NN(C2)C2CC2)C